(1S,2S)-2-(1H-benzo[d]imidazol-2-yl)cyclopropane-1-carboxylic acid (1R,2S,5R)-2-isopropyl-5-methylcyclohexyl ester C(C)(C)[C@H]1[C@@H](C[C@@H](CC1)C)OC(=O)[C@@H]1[C@H](C1)C1=NC2=C(N1)C=CC=C2